SC(=O)[C@H](O)[C@@H](O)[C@H](O)[C@H](O)CO Mercaptoglucose